C(C)(C)(C)OC(=O)N1C(C=2C(CC1)=C(N(N2)C)C2=CC(=CC(=C2)C2(CC2)C(=O)OC)Cl)C 3-[3-chloro-5-(1-methoxycarbonylcyclopropyl)phenyl]-2,7-dimethyl-5,7-dihydro-4H-pyrazolo[3,4-c]pyridine-6-carboxylic acid tert-butyl ester